FC1(CC(C1)N1C(C(=CC=C1)NC(C1=C(C=C(C=C1F)NS(=O)(=O)CCO)N1C[C@H]2C[C@]2(CC1)C(F)F)=O)=O)F N-(1-(3,3-difluorocyclobutyl)-2-oxo-1,2-dihydropyridin-3-yl)-2-((1S,6R)-6-(difluoromethyl)-3-azabicyclo[4.1.0]heptan-3-yl)-6-fluoro-4-((2-hydroxyethyl)sulfonamido)benzamide